3-amino-N-[(3R)-7-[(3S,4S)-3-acetamido-4-methoxypyrrolidin-1-yl]-3,4-dihydro-2H-1-benzopyran-3-yl]-6-methylthieno[2,3-b]pyridine-2-carboxamide NC1=C(SC2=NC(=CC=C21)C)C(=O)N[C@H]2COC1=C(C2)C=CC(=C1)N1C[C@@H]([C@H](C1)OC)NC(C)=O